6-(Difluoromethyl)-3-(6-(2,5-dimethyl-3-(1H-pyrazol-4-yl)piperazin-1-yl)pyrimidin-4-yl)imidazo[1,2-b]pyridazine FC(C=1C=CC=2N(N1)C(=CN2)C2=NC=NC(=C2)N2C(C(NC(C2)C)C=2C=NNC2)C)F